CC/C=C\\C/C=C\\C/C=C\\C/C=C\\C/C=C\\C/C=C\\CCC(=O)OC[C@H](COP(=O)([O-])[O-])OC(=O)CC/C=C\\C/C=C\\C/C=C\\C/C=C\\C/C=C\\C/C=C\\CC The molecule is a 1,2-diacyl-sn-glycero-3-phosphate(2-) obtained by deprotonation of the phosphate OH groups of 1,2-di[(4Z,7Z,10Z,13Z,16Z,19Z)]-docosahexaenoyl-sn-glycero-3-phosphate; major species at pH 7.3. It is a conjugate base of a 1,2-di[(4Z,7Z,10Z,13Z,16Z,19Z)-docosahexaenoyl]-sn-glycero-3-phosphate.